(3R,5R)-5-(5-amino-1-(tert-butyl)-1H-pyrazol-3-yl)tetrahydrofuran-3-yl (1-methylcyclopropyl)carbamate CC1(CC1)NC(O[C@H]1CO[C@H](C1)C1=NN(C(=C1)N)C(C)(C)C)=O